[N+](=[N-])=CCC1=CC=CC=C1 diazobenzyl-methane